FC(C=CF)(F)F 1,1,1,3-tetrafluoro-2-propene